Br.BrCCCCCCN 6-bromo-hexylamine hydrobromide